cyclohexyl-[4-(1H-indol-2-ylmethyl)piperazin-1-yl]methanone C1(CCCCC1)C(=O)N1CCN(CC1)CC=1NC2=CC=CC=C2C1